3-(5-(((1S,2S)-2-(diethylamino)-3-methylcyclopentyl)oxy)-1-oxoisoindolin-2-yl)piperidine-2,6-dione C(C)N([C@@H]1[C@H](CCC1C)OC=1C=C2CN(C(C2=CC1)=O)C1C(NC(CC1)=O)=O)CC